C=CC1=C(CCCCCCCCCCCCCC)O1 (6Z,9Z)-3,4-epoxyoctadecadiene